C(C)(=O)NC1=C(C=CC(=C1)NC1=NC=C(C(=N1)C1=CNC2=CC=CC=C12)Cl)N(C(CN(C)C)=O)CC N-(2-acetamido-4-((5-chloro-4-(1H-indol-3-yl)pyrimidin-2-yl)amino)phenyl)-2-(dimethylamino)-N-ethylacetamide